2-[4-(2-Hydroxyethyl)piperazin-1-yl]ethane-1-sulfonic acid OCCN1CCN(CC1)CCS(=O)(=O)O